ClC=1C=C2C(=CC(N(C2=CC1)C)=O)N1CCOCC2=C1C=CC=C2C#CC2(CC2)C(F)(F)F 6-chloro-1-methyl-4-(6-((1-(trifluoromethyl)cyclopropyl)ethynyl)-2,3-dihydrobenzo[e][1,4]oxazepin-1(5H)-yl)quinolin-2(1H)-one